3-(4-(((1r,4r)-4-aminocyclohexyl)(phenethyl)amino)-1-oxoisoindolin-2-yl)piperidine-2,6-dione NC1CCC(CC1)N(C1=C2CN(C(C2=CC=C1)=O)C1C(NC(CC1)=O)=O)CCC1=CC=CC=C1